((1r,4r)-4-methoxycyclohexyl)methanol 2,2-dimethyl-4-oxo-3,8,11,14-tetraoxa-5-azahexadecan-16-yl-methanesulfonate CC(C)(OC(NCCOCCOCCOCCCS(=O)(=O)OCC1CCC(CC1)OC)=O)C